3-(2-aminoethyl)-1H-indol-5-ol NCCC1=CNC2=CC=C(C=C12)O